α-methyl-arginine C[C@](N)(CCCNC(N)=N)C(=O)O